CN1C=CC=2C1=NC=CC2C2=C1CNC(C1=C(C=C2)NC2=NC=C(C=C2)C2CCNCC2)=O 4-(1-methylpyrrolo[2,3-b]pyridin-4-yl)-7-[[5-(4-piperidyl)-2-pyridyl]amino]isoindolin-1-one